[4-[1-(2-methoxy-1-methyl-ethyl)-4-(trifluoromethyl)imidazol-2-yl]phenyl]methanol COCC(C)N1C(=NC(=C1)C(F)(F)F)C1=CC=C(C=C1)CO